1-(4-chloro-3-methoxyphenyl)-6-((5-fluoropyridin-2-yl)amino)-1,2-dihydro-3H-pyrazolo[4,3-c]pyridin-3-one ClC1=C(C=C(C=C1)N1NC(C=2C=NC(=CC21)NC2=NC=C(C=C2)F)=O)OC